BrC1=CC=2OCCNC2N=C1 7-bromo-3,4-dihydro-2H-pyrido[3,2-b]-1,4-oxazine